NC1=C(C=NN1C1=CC(=NC=C1[N+](=O)[O-])N1CC2CCC(C1)O2)C(=O)OCC ethyl 5-amino-1-[5-nitro-2-(8-oxa-3-azabicyclo[3.2.1]octan-3-yl)-4-pyridyl]pyrazole-4-carboxylate